C1=C2C=C3N(C2=CC=C1)C=CC=C3 pyrido[1,2-a]indol